tert-butyl 4-(4-((benzyloxy)carbonyl)-3,3-dimethylpiperazin-1-yl)-5-bromo-2,3-dihydro-1H-pyrrolo[2,3-b]pyridine-1-carboxylate C(C1=CC=CC=C1)OC(=O)N1C(CN(CC1)C1=C2C(=NC=C1Br)N(CC2)C(=O)OC(C)(C)C)(C)C